FC1=C(CCN2C[C@@H](C([C@@H](C2)O)O)O)C(=CC=C1)F (3S,4r,5R)-1-(2,6-difluorophenethyl)piperidine-3,4,5-triol